3-chloro-6-(4-fluorophenyl)-4-(1-methyl-1H-pyrazol-3-yl)pyridazine ClC=1N=NC(=CC1C1=NN(C=C1)C)C1=CC=C(C=C1)F